3-aminopropyl-tri(ethoxy)silane NCCC[Si](OCC)(OCC)OCC